ClC1=CC=C(C=C1)[C@H]1C[C@@H](CO1)C1=NOC(=N1)CN1C(=NC=2N=C(N(C2C1=O)C)[2H])[2H] 1-((3-((3R,5R)-5-(4-chlorophenyl)tetrahydro-furan-3-yl)-1,2,4-oxadiazol-5-yl)methyl)-7-methyl-1,7-dihydro-6H-purin-6-one-2,8-d2